6-(7-(7,8-Difluoro-3-hydroxynaphthalen-1-yl)-8-fluoro-2-(((2R,7aS)-2-fluorotetrahydro-1H-pyrrolizin-7a(5H)-yl)methoxy)pyrido[4,3-d]pyrimidin-4-yl)-6-azaspiro[3.5]nonan-2-ol FC1=CC=C2C=C(C=C(C2=C1F)C1=C(C=2N=C(N=C(C2C=N1)N1CC2(CC(C2)O)CCC1)OC[C@]12CCCN2C[C@@H](C1)F)F)O